FC(C1=NN=C(O1)C=1C=CC(=NC1)CN1C(N(C2=C1C=C(C(=C2)F)F)C2CCN(CC2)C)=O)F 1-((5-(5-(difluoromethyl)-1,3,4-oxadiazole-2-yl)pyridine-2-yl)methyl)-5,6-difluoro-3-(1-methylpiperidine-4-yl)-1,3-dihydro-2H-benzo[d]imidazole-2-one